tert-butyl 10-(benzyloxy)-6-methyl-1,4,5,6-tetrahydroazepino[4,5-b]indole-3(2H)-carboxylate C(C1=CC=CC=C1)OC=1C=2C3=C(N(C2C=CC1)C)CCN(CC3)C(=O)OC(C)(C)C